2-[(8-methyl-1,2,3,4-tetrahydroisoquinolin-6-yl)amino]-4-[[6-(2-oxopyrrolidin-1-yl)-2-pyridyl]amino]pyrimidine-5-carbonitrile CC=1C=C(C=C2CCNCC12)NC1=NC=C(C(=N1)NC1=NC(=CC=C1)N1C(CCC1)=O)C#N